BrC1=C(SC2=C1C(=NC=C2)NC(OC(C)(C)C)=O)I tert-butyl (3-bromo-2-iodothieno[3,2-c]pyridin-4-yl)carbamate